2-(2-chlorophenyl)-3-methyl-5-(7-(4-methyl-1H-imidazol-1-yl)-1,2,3,4-tetrahydronaphthalen-2-yl)-4,5,6,7-tetrahydro-3H-imidazo[4,5-c]pyridine ClC1=C(C=CC=C1)C1=NC2=C(CN(CC2)C2CC3=CC(=CC=C3CC2)N2C=NC(=C2)C)N1C